N1=CN=CC2=C1CCC2=O 6,7-dihydro-5H-cyclopenta[d]pyrimidin-5-one